5-oxo-4-[[4-(4H-1,2,4-triazol-4-yl)phenyl]formamido]pentanoic acid O=CC(CCC(=O)O)NC(=O)C1=CC=C(C=C1)N1C=NN=C1